C(C)(=O)NC1[C@H]2CCN(CC[C@@H]12)C(=O)OCC1=CC=CC=C1 (1R,7S,8r)-Benzyl 8-acetamido-4-azabicyclo[5.1.0]octane-4-carboxylate